C(CCCCCCCCCCCCCCCCC)(=O)OCC(O)CO Glyceryl octadecanoate